4-((4-Bromo-5-chloro-2-nitrophenyl)amino)piperidine-1-carboxylic acid tert-butyl ester C(C)(C)(C)OC(=O)N1CCC(CC1)NC1=C(C=C(C(=C1)Cl)Br)[N+](=O)[O-]